tert-butyl (4S)-3-[[1-(3-ethoxy-3-oxo-propyl)cyclopropyl]amino]-6-azaspiro[3.4]octane-6-carboxylate C(C)OC(CCC1(CC1)NC1CC[C@]12CN(CC2)C(=O)OC(C)(C)C)=O